9-amino-10-(3-hydroxy-2,6-dimethylphenyl)-5-methylpyrrolo[1,2-a][1,2,4]triazolo[3,4-c]pyrazine-8-carboxamide NC=1C(=C2N(C=C(N3C2=NN=C3)C)C1C(=O)N)C1=C(C(=CC=C1C)O)C